COC=1C=C(C=CC1OC)C1=NC2=C(N1C)C=C(C=C2C)C2CCN(CC2)C2CC1CCC(C2)N1C1CCOCC1 2-(3,4-dimethoxyphenyl)-1,4-dimethyl-6-(1-(8-(tetrahydro-2H-pyran-4-yl)-8-azabicyclo[3.2.1]octan-3-yl)piperidin-4-yl)-1H-benzo[d]imidazole